FC(OC1=CC=C(C=C1)B1OC(C(O1)(C)C)C)F 2-(4-(difluoromethoxy)phenyl)-4,4,5-trimethyl-1,3,2-dioxaborolane